FC1=CC=C(C=C1)[N+]#[C-] 1-Fluoro-4-isocyanobenzene